((2-(3-bromo-2-methylphenyl)oxazolo[4,5-b]pyridin-5-yl)methyl)pyrrolidine-3-carboxylic acid methyl ester COC(=O)C1CN(CC1)CC1=CC=C2C(=N1)N=C(O2)C2=C(C(=CC=C2)Br)C